8-bromo-6-chloro-3-fluoro-2-methylimidazo[1,2-a]pyridine BrC=1C=2N(C=C(C1)Cl)C(=C(N2)C)F